[N+](=O)([O-])[Ca] nitrocalcium